[2-(trifluoromethoxy)pyridin-4-yl]acetamide FC(OC1=NC=CC(=C1)CC(=O)N)(F)F